N1N=CC=C1C1CN(CC1)C(=O)N1CC(C1)C1=CC=C(C=C1)C1CCOCC1 (-)-[3-(1H-Pyrazol-5-yl)pyrrolidin-1-yl]-[3-(4-tetrahydropyran-4-ylphenyl)azetidin-1-yl]methanone